3-bromo-1-(3-chloro-2-pyridyl)-1H-pyrazole-5-carboxamide BrC1=NN(C(=C1)C(=O)N)C1=NC=CC=C1Cl